(S)-3-(3-(4-hydroxy-1-methyl-2-oxo-1,2-dihydropyridin-3-yl)ureido)-3-(5-methoxy-3'-(trifluoromethoxy)biphenyl-3-yl)propanoic acid ethyl ester C(C)OC(C[C@@H](C=1C=C(C=C(C1)OC)C1=CC(=CC=C1)OC(F)(F)F)NC(=O)NC=1C(N(C=CC1O)C)=O)=O